CS(=O)(=O)N1C[C@@H](CCC1)N1N=C(C=2C1=NC=NC2N)C2=CC=C(C=C2)OC2=CC=CC=C2 (R)-1-(1-(methylsulfonyl)piperidin-3-yl)-3-(4-phenoxyphenyl)-1H-pyrazolo[3,4-d]pyrimidine-4-amine